2-amino-[1,2,4]triazolo[1,5-a]pyridin-7-yl-N-(4-(4-fluorophenyl)-1-fluoro-4-hydroxybutan-2-yl)-2-fluoro-6-methylbenzamide NC1=NN2C(C=C(C=C2)C=2C(=C(C(=O)NC(CF)CC(O)C3=CC=C(C=C3)F)C(=CC2)C)F)=N1